FC1(CC(CCC1)C(=O)ON1C(C2=CC=CC=C2C1=O)=O)F 1,3-dioxoisoindolin-2-yl 3,3-difluorocyclohexane-1-carboxylate